C(#N)C1=CC=2N(N=C1)C(=CC2)OC(C2=CN=CC=C2)=O (3-cyanopyrrolo[1,2-b]pyridazin-7-yl)nicotinate